(E)-1-(4-hydroxyphenyl)-3-(4-tolyl)-2-propen-1-one OC1=CC=C(C=C1)C(\C=C\C1=CC=C(C=C1)C)=O